(3,5-difluoro-2-pyridyl)isoxazole-5-carboxamide FC=1C(=NC=C(C1)F)C1=NOC(=C1)C(=O)N